(4-(5-methyl-3-(trifluoromethyl)-1H-1,2,4-triazol-1-yl)phenyl)methanamine CC1=NC(=NN1C1=CC=C(C=C1)CN)C(F)(F)F